FC=1C=C2C(=CC=NC2=CC1)N[C@H]1CN(CC1)C(=O)OC(C)(C)C tert-butyl (R)-3-((6-fluoroquinolin-4-yl)amino)pyrrolidine-1-carboxylate